Methyl 2-(4-methyl-5-(4,4,5,5-tetramethyl-1,3,2-dioxaborolan-2-yl)pyridin-2-yl)acetate CC1=CC(=NC=C1B1OC(C(O1)(C)C)(C)C)CC(=O)OC